CC1=C(C(=C(C=C1)B(C1=C(C(=C(C=C1)C)C)C)F)C)C Di(trimethylphenyl)boron fluoride